(R)-3-((3-ethyl-2,4-dioxo-1,2,3,4-tetrahydrothieno[3,2-d]pyrimidin-6-yl)methyl)-N-methyl-1,2,3,4,4a,5-hexahydropyrazino[1,2-d]pyrido[2,3-b][1,4]oxazine-8-carboxamide C(C)N1C(NC2=C(C1=O)SC(=C2)CN2C[C@H]1N(C3=C(OC1)N=C(C=C3)C(=O)NC)CC2)=O